7-(5-(1-methyl-3-(trifluoromethyl)-1H-pyrazol-4-yl)pyridin-3-yl)-1H-imidazo[4,5-b]pyridine CN1N=C(C(=C1)C=1C=C(C=NC1)C1=C2C(=NC=C1)N=CN2)C(F)(F)F